O1NC=CC(C1)=O Oxazin-5(6H)-one